(5-(4-Bromophenyl)-3-methylisoxazol-4-yl)methanol BrC1=CC=C(C=C1)C1=C(C(=NO1)C)CO